CN(C(C)=O)C1CCN(CC1)C1=CC(=CC=C1)B1OC(C(O1)(C)C)(C)C N-Methyl-N-(1-(3-(4,4,5,5-tetramethyl-1,3,2-dioxaborolan-2-yl)phenyl)piperidin-4-yl)acetamide